COCCNC(CN(C1=CC=C2C(=CC(OC2=C1)=O)C1=C(C=CC=C1)C)C)=O N-(2-methoxyethyl)-2-(methyl(2-oxo-4-(o-tolyl)-2H-chromen-7-yl)amino)acetamide